(((9H-fluoren-9-yl)methoxy)carbonyl)-L-alanyl-L-alanine C1=CC=CC=2C3=CC=CC=C3C(C12)COC(=O)N[C@@H](C)C(=O)N[C@@H](C)C(=O)O